FCCCN1C(C=2C(C1=O)=CC=CC2)=O N-(3-fluoropropyl)phthalimide